CNC(=O)N1CCC2=C1N=C(N=C2C2=C1C(=NC=C2)NC=C1)N1[C@@H](COCC1)C (R)-N-methyl-2-(3-methylmorpholinyl)-4-(1H-pyrrolo[2,3-b]pyridin-4-yl)-5H-pyrrolo[2,3-d]pyrimidine-7(6H)-carboxamide